tert-butyl N-[2-[5-[1-(3-bromophenyl)-2,2,2-trifluoro-1-hydroxy-ethyl]-1,3,4-oxadiazol-2-yl]-6-(1-cyanopent-4-enyl)-5-(trifluoromethyl)-3-pyridyl]carbamate BrC=1C=C(C=CC1)C(C(F)(F)F)(O)C1=NN=C(O1)C1=NC(=C(C=C1NC(OC(C)(C)C)=O)C(F)(F)F)C(CCC=C)C#N